5-bromo-N,N,4-trimethylpyridin-2-amine CC1=CC(=NC=C1Br)N(C)C